(Z)-5-hexadecenoic acid C(CCC\C=C/CCCCCCCCCC)(=O)O